N-((1s,4R)-4-methylcyclohexyl)-N-((3S,5S)-5-(morpholine-4-carbonyl)pyrrolidin-3-yl)isobutyramide CC1CCC(CC1)N(C(C(C)C)=O)[C@@H]1CN[C@@H](C1)C(=O)N1CCOCC1